O=C1NC(CCC1N1C(C2=CC=C(C=C2C1=O)N1CCC2(CC1)CCNCC2)=O)=O 2-(2,6-dioxopiperidin-3-yl)-5-(3,9-diazaspiro[5.5]undecan-3-yl)isoindoline-1,3-dione